OC[C@H](C1=CC=CC=C1)NC1=CC(=NC=C1C1=NC(=NO1)C12CCN(CC1)CC2)NC=2C=C1C(C(NC(C1=CC2)=O)C)(C)C 6-((4-(((S)-2-hydroxy-1-phenylethyl)amino)-5-(3-(quinuclidin-4-yl)-1,2,4-oxadiazol-5-yl)pyridin-2-yl)amino)-3,4,4-trimethyl-3,4-dihydroisoquinolin-1(2H)-one